FC1=C(C#N)C=C(C=C1F)C(=O)N1CC2(C1)CC(C2)N(C=2C1=C(N=CN2)NC=C1)C 2,3-Difluoro-5-{6-[methyl(7H-pyrrolo[2,3-d]pyrimidin-4-yl)amino]-2-azaspiro[3.3]heptan-2-carbonyl}benzonitril